C(#N)[C@H](CC1=C(C=C(C=C1)C1=CC=C(C=C1)C(NC)=O)F)NC(=O)[C@H]1OCCCN(C1)C(=O)[O-] (S)-2-(((S)-1-cyano-2-(3-fluoro-4'-(methylcarbamoyl)-[1,1'-biphenyl]-4-yl)ethyl)carbamoyl)-1,4-oxazepane-4-carboxylate